HYDROXYPYRROLIDIN ON1CCCC1